N(=[N+]=[N-])[C@@H]1[C@H]([C@@H](SC=2C(=NC=C(C2)Br)Br)O[C@@H]([C@@H]1O)CO)O 2,5-dibromopyridin-3-yl 3-azido-3-deoxy-1-thio-alpha-D-galactopyranoside